2-[2-(2-methoxyethoxy)eth-oxy]acetic acid COCCOCCOCC(=O)O